3-[[1-(2-tert-Butoxy-2-keto-ethyl)-4-(piperazine-1-carbonyl)piperidin-1-ium-1-yl]methyl]azetidine-1-carboxylic acid tert-butyl ester C(C)(C)(C)OC(=O)N1CC(C1)C[N+]1(CCC(CC1)C(=O)N1CCNCC1)CC(=O)OC(C)(C)C